CC1=CC=C(COC2=CC=C(C=C2)C2=NOC(=C2)[C@@H]([C@@](CN2N=CN=C2)(O)C2=C(C=C(C=C2)F)F)C)C=C1 (2R,3R)-3-(3-(4-(4-methylbenzyloxy)phenyl)isoxazol-5-yl)-2-(2,4-difluorophenyl)-1-(1H-1,2,4-triazol-1-yl)butan-2-ol